FC1=C(C(=C(C=C1C1=NN(C2=NC(=NC=C21)N2C[C@@H](OCC2)[C@@H](C2=CC=C(C=C2)C)O)C)C(F)(F)F)F)O 2,6-Difluoro-3-(6-((R)-2-((R)-hydroxy(p-tolyl)methyl)morpholino)-1-methyl-1H-pyrazolo[3,4-d]pyrimidin-3-yl)-5-(trifluoromethyl)phenol